C(CCCC)OC1=CC=C(C=C1)NN=C(C(C)=O)C(C)=O 3-(2-(4-(pentyloxy)phenyl)hydrazineylidene)pentane-2,4-dione